N[C@@]1(CN(CC1)C1=C(C=NC=C1C1=CC(=CC=C1)OC(F)F)C(=O)N[C@@H](C)C1CC1)C 4-[(3S)-3-amino-3-methylpyrrolidin-1-yl]-N-[(1S)-1-cyclopropylethyl]-5-[3-(difluoromethoxy)phenyl]pyridine-3-carboxamide